N-((5-chloro-6-((6-methylpyridin-3-yl)methoxy)-1H-indol-2-yl)methyl)-1-methylcyclopropane-1-carboxamide ClC=1C=C2C=C(NC2=CC1OCC=1C=NC(=CC1)C)CNC(=O)C1(CC1)C